3-(2,6-dioxopiperidin-3-yl)-N-(piperidin-4-ylmethyl)benzamide O=C1NC(CCC1C=1C=C(C(=O)NCC2CCNCC2)C=CC1)=O